C(C)(C)(C)OC(NC1CCC(CC1)(C(F)(F)F)NS(=O)C(C)(C)C)=O (4-((tert-butylsulfinyl)amino)-4-(trifluoromethyl)cyclohexyl)carbamic acid tert-butyl ester